(2H3)methyl-6-oxopyridin C([2H])([2H])([2H])C=1NC(C=CC1)=O